ClC1=CC=C(C=C1)SC(C(=O)C1=CC=CC=C1)S(=O)(=O)C1=CC=CC=C1 2-((4-chlorophenyl)thio)-1-phenyl-2-(benzenesulfonyl)ethan-1-one